FC(N1N=C(C(=C1)F)[S@@](=O)(N)=NC(NC1=C2C(=NC(=C1CC)C(F)(F)F)CCC2)=O)F |o1:8| (R) or (S)-1-(difluoromethyl)-N'-((3-ethyl-2-(trifluoromethyl)-6,7-dihydro-5H-cyclopenta[b]pyridin-4-yl)carbamoyl)-4-fluoro-1H-pyrazole-3-sulfonimidamide